ClC=1C=C(C(=NC1)OC)S(=O)(=O)NC1=NC=C(C(=C1Cl)COC=1C=C2C(=NC1)NN=C2C)F 5-chloro-N-[3-chloro-5-fluoro-4-[([3-methyl-1H-pyrazolo[3,4-b]pyridin-5-yl]oxy)methyl]pyridin-2-yl]-2-methoxypyridine-3-sulfonamide